C1(CC1)C=1N=NN(C1)[C@H](C(=O)N1[C@@H](C[C@H](C1)O)C(=O)NCC1=CC(=NO1)C1=C(C=CC=C1)OC)C(C)(C)C (2S,4R)-1-[(2S)-2-(4-cyclopropyltriazol-1-yl)-3,3-dimethyl-butanoyl]-4-hydroxy-N-[[3-(2-methoxyphenyl)isoxazol-5-yl]methyl]pyrrolidine-2-carboxamide